BrC1=C(C=C(C=C1)F)N1C[C@@H](CCC1)O[Si](C)(C)C(C)(C)C (R)-1-(2-bromo-5-fluorophenyl)-3-((tert-butyldimethylsilyl)oxy)piperidine